NCC1=CC=C(C=C1)NC(=O)C1=CN=C(S1)C=1CCNCC1 N-[4-(aminomethyl)phenyl]-2-(1,2,3,6-tetrahydropyridin-4-yl)-1,3-thiazole-5-carboxamide